(+/-)-exo-cis-3-(4-methoxyphenyl)-8-azabicyclo[3.2.1]octane-2,8-dicarboxylic acid 8-tert-butyl 2-methyl ester COC(=O)C1C2CCC(CC1C1=CC=C(C=C1)OC)N2C(=O)OC(C)(C)C